5-Fluoro-2-[(4-methylbenzyl)-oxy]pyrimidine-4-amine FC=1C(=NC(=NC1)OCC1=CC=C(C=C1)C)N